CN1N=C(C(=C1)NC1=NC=C2C(=N1)N(N=C2NC=2C(=NC=C(C(=O)O)C2)C)C)C 5-((6-((1,3-dimethyl-1H-pyrazol-4-yl)amino)-1-methyl-1H-pyrazolo[3,4-d]pyrimidin-3-yl)amino)-6-methylnicotinic acid